FC=1C=C(C=CC1)N1N=C(C=C(C1=O)C(=O)N[C@H](CO)CCOC)C1=CC=C(C=C1)C(F)(F)F 2-(3-fluorophenyl)-N-[(2S)-1-hydroxy-4-methoxybut-2-yl]-3-oxo-6-[4-(trifluoromethyl)phenyl]-2,3-dihydropyridazine-4-carboxamide